methyl 3-[6-amino-2-[(2R,6S)-2-methyl-6-(1-methyl-6-oxo-3-pyridyl)morpholin-4-yl]-5-nitro-pyrimidin-4-yl]bicyclo[1.1.1]pentane-1-carboxylate NC1=C(C(=NC(=N1)N1C[C@H](O[C@H](C1)C1=CN(C(C=C1)=O)C)C)C12CC(C1)(C2)C(=O)OC)[N+](=O)[O-]